1-(6-cyclopropyl-4-(cyclopropyl(4-methyl-4H-1,2,4-triazol-3-yl)methyl)pyridin-2-yl)-6-fluoro-4-(((R)-2-methylmorpholino)methyl)benzo[cd]indol-2(1H)-one C1(CC1)C1=CC(=CC(=N1)N1C(C2=C3C(C(=CC=C13)F)=CC(=C2)CN2C[C@H](OCC2)C)=O)C(C2=NN=CN2C)C2CC2